(S)-6-(acetyl)-1-(((R)-tert-butylsulfinyl)imino)-1,3-dihydrospiro[indene-2,4'-piperidine]-1'-carboxylic acid tert-butyl ester C(C)(C)(C)OC(=O)N1CCC2(CC1)C(C1=CC(=CC=C1C2)C(C)=O)=N[S@](=O)C(C)(C)C